C1=CC(=C(C=C1C[C@H](C(=O)O)N)O)O The molecule is the D-enantiomer of dopa. It is a dopa and a D-tyrosine derivative. It is an enantiomer of a L-dopa. It is a tautomer of a D-dopa zwitterion.